(3-(2-(2-aminoethoxy)ethoxy)propionylamino)-N-(4-isopropyl-5-methylthiazol-2-yl)benzamide NCCOCCOCCC(=O)NC1=C(C(=O)NC=2SC(=C(N2)C(C)C)C)C=CC=C1